((3S,4R)-3-Amino-4-hydroxypiperidin-1-yl)(2-(1-(cyclopropylmethyl)-1H-indol-2-yl)-1-methyl-1H-benzo[d]imidazol-5-yl)methanone hydrochloride salt Cl.N[C@H]1CN(CC[C@H]1O)C(=O)C1=CC2=C(N(C(=N2)C=2N(C3=CC=CC=C3C2)CC2CC2)C)C=C1